3-carbamoyl-1-(2-((2-((3-chloro-2-fluorophenylmethyl)amino)-2-oxoethyl)(cyclopropyl)amino)-2-oxoethyl)-1H-indazole-5-carbonyl azide C(N)(=O)C1=NN(C2=CC=C(C=C12)C(=O)N=[N+]=[N-])CC(=O)N(C1CC1)CC(=O)NCC1=C(C(=CC=C1)Cl)F